N-(4-(N,N-bis-(4-methoxybenzyl)sulfamoyl)-1-(2-isopropoxyethyl)-1H-indazol-6-yl)-2-(2-chlorophenyl)acetamide COC1=CC=C(CN(S(=O)(=O)C2=C3C=NN(C3=CC(=C2)NC(CC2=C(C=CC=C2)Cl)=O)CCOC(C)C)CC2=CC=C(C=C2)OC)C=C1